2-bromo-1-(6-methoxy-3-pyridyl)ethanone BrCC(=O)C=1C=NC(=CC1)OC